rac-5,6-difluoro-N-{[4-(1-fluorocyclopropyl)-2,5-dioxoimidazolidin-4-yl]methyl}-4'-(trifluoromethyl)[biphenyl]-2-carboxamide FC1=CC=C(C(=C1F)C1=CC=C(C=C1)C(F)(F)F)C(=O)NC[C@]1(NC(NC1=O)=O)C1(CC1)F |r|